C(#N)C1=C(C(=CC(=C1)NC(CC1=NC(=CC=C1)C(F)(F)F)=O)F)C=1C=NN(C1)C(C(=O)OC)(C)C methyl 2-(4-(2-cyano-6-fluoro-4-(2-(6-(trifluoromethyl)pyridin-2-yl)acetamido)phenyl)-1H-pyrazol-1-yl)-2-methylpropanoate